N(=[N+]=[N-])CC1C(N(C1)[Si](C)(C)C(C)(C)C)=O 3-(azidomethyl)-1-(tert-butyldimethylsilyl)azetidin-2-one